α-Hydroxy-acetophenon OCC(=O)C1=CC=CC=C1